N-{[5-chloro-6-(3-fluoro-4-methoxyphenyl)-2-indolyl]methyl}acetamide ClC=1C=C2C=C(NC2=CC1C1=CC(=C(C=C1)OC)F)CNC(C)=O